ClC=1C=C(C=C(C1F)Cl)C(C(F)(F)F)=O 1-(3,5-dichloro-4-fluoro-phenyl)-2,2,2-trifluoro-ethanone